O(S(=O)(=O)C(F)(F)F)C1=C2C=NN(C2=CC2=C1C(=CC=C2)C)C2OCCCC2 5-methyl-1-(tetrahydro-2H-pyran-2-yl)-1H-benzo[f]indazol-4-yl triflate